NC1=CC(=NC(=C1)NC1=CC(=CC=C1)OC)C(=O)NC1CC2=CC=CC=C2C1 4-Amino-N-(2,3-dihydro-1H-inden-2-yl)-6-((3-methoxyphenyl)amino)picolinamide